Tert-butyl ((1S,2R,3S,4S)-3-(((1-methylcyclobutyl)methyl)aminocarbonyl)-6-oxobicyclo[2.2.1]hept-2-yl)carbamate CC1(CCC1)CNC(=O)[C@@H]1[C@@H]([C@H]2C(C[C@@H]1C2)=O)NC(OC(C)(C)C)=O